C12(CCC(CC1)CC2)COC2=CC=C(C=C2)C(C(C)(C)O)NC([C@@H](CO)C2=CC=CC=C2)=O (2R)-N-(1-(4-(bicyclo[2.2.2]octan-1-ylmethoxy)phenyl)-2-hydroxy-2-methylpropyl)-3-hydroxy-2-phenylpropanamide